Ethyl 5-[2-(3-hydroxyphenyl)ethynyl]pyridine-3-carboxylate OC=1C=C(C=CC1)C#CC=1C=C(C=NC1)C(=O)OCC